5-(acetylamino)-4-amino-N-[5-(4,4-difluorohexahydropyridin-1-yl)-3-methylphenyl]-2-(6-azaspiro[2.5]oct-6-yl)benzamide C(C)(=O)NC=1C(=CC(=C(C(=O)NC2=CC(=CC(=C2)N2CCC(CC2)(F)F)C)C1)N1CCC2(CC2)CC1)N